p-{2-allyl-3-oxo-1-[6-(4-piperidyloxy)-2-pyridyl]-1,2-dihydro-3H-1,2,5,7-tetraazainden-6-ylamino}benzonitrile C(C=C)N1N(C2=NC(=NC=C2C1=O)NC1=CC=C(C#N)C=C1)C1=NC(=CC=C1)OC1CCNCC1